[Cr].[Ti].[Zr] zirconium-titanium chromium